(2R,5S)-2-Ethyl-5-methyl-1-(1-(4-(trifluoromethyl)phenyl)ethyl)piperazine hydrochloride Cl.C(C)[C@H]1N(C[C@@H](NC1)C)C(C)C1=CC=C(C=C1)C(F)(F)F